1-(2-aminophenyl)cyclobutan-1-ol NC1=C(C=CC=C1)C1(CCC1)O